C1(CC1)OC1=CC=2N(C=C1C(=O)O)C=C(N2)C21COC(C2)(C1)C 7-cyclopropoxy-2-(1-methyl-2-oxabicyclo[2.1.1]hexan-4-yl)imidazo[1,2-a]pyridine-6-carboxylic acid